6-(1-(2,2-difluoroethyl)-4-(3,4-difluoro-phenyl)-1H-imidazol-5-yl)imidazo[1,2-a]pyridine FC(CN1C=NC(=C1C=1C=CC=2N(C1)C=CN2)C2=CC(=C(C=C2)F)F)F